NC=1C2=C(N=CN1)C(=CC(=N2)C=2C=C(C=CC2)C#C[C@]2(C(N(CC2)C)=O)O)OC(F)F (R)-3-[2-[3-[4-amino-8-(difluoromethoxy)pyrido[3,2-d]pyrimidin-6-yl]phenyl]ethynyl]-3-hydroxy-1-methyl-pyrrolidin-2-one